bis(2-phenylpyridyl)iridium(III) C1(=CC=CC=C1)C1=NC=CC=C1[Ir+]C=1C(=NC=CC1)C1=CC=CC=C1